O1COC2=C1C=CC(=C2)\C=C/2\C(NC(=N2)N(C2=CC=CC=C2)CC2=CC=CC=C2)=O (Z)-5-(benzo[d][1,3]dioxol-5-ylmethylene)-2-(benzyl-(phenyl)amino)-3,5-dihydro-4H-imidazol-4-one